C(C1=CC=CC=C1)OC1=CC2=C(CCCO2)C(=C1N1CC(NS1(=O)=O)=O)F 5-[7-(benzyloxy)-5-fluoro-3,4-dihydro-2H-1-benzopyran-6-yl]-1λ6,2,5-thiadiazolidine-1,1,3-trione